NC=1C=C(C(=O)C=2NC(NC2)=O)C=CC1 4-(3-aminobenzoyl)-1,3-dihydro-2H-imidazol-2-one